BrC1=CN=C(N1C)C(=O)NC1=CC(=C(C(=O)N2CCN(CC2)C(=O)C2(CCN(CC2)C(=O)OC(C)(C)C)O)C=C1)Cl tert-butyl 4-[4-[4-[(5-bromo-1-methyl-imidazole-2-carbonyl)amino]-2-chloro-benzoyl]piperazine-1-carbonyl]-4-hydroxy-piperidine-1-carboxylate